C1(CC1)C1=C(C(=NO1)C1CCC2(CC2)CC1)CO[C@H]1[C@@H]2CN([C@H](C1)C2)C=2SC1=C(N2)C(=CC(=C1)C(=O)O)F 2-[(1S,4S,5R)-5-[(5-cyclopropyl-3-{spiro[2.5]oct-6-yl}-1,2-oxazol-4-yl)methoxy]-2-azabicyclo[2.2.1]heptane-2-yl]-4-fluoro-1,3-benzothiazole-6-carboxylic acid